C2-benzyl-5-(benzyloxy)-3-methyl-1,2,3,4-tetrahydroisoquinoline C(C1=CC=CC=C1)C1=C(COC2=C3CC(NCC3=CC=C2)C)C=CC=C1